NC=1C(=NC=C(C1C)Cl)C(=O)C1=C2C=NN(C2=C(C=C1)F)C1OCCCC1 (3-Amino-5-chloro-4-methylpyridin-2-yl)(7-fluoro-1-(tetrahydro-2H-pyran-2-yl)-1H-indazol-4-yl)methanone